pyrrolo[1,2-b]-pyridazine-6-carboxamide N=1N2C(C=CC1)=CC(=C2)C(=O)N